[C@H]12CC(C[C@H](CC1)N2)OC2=CC=C(N=N2)C2=C(C=C(C=C2)C=2C=NNC2)O 2-(6-(((1R,3R,5S)-8-azabicyclo[3.2.1]oct-3-yl)oxy)pyridazin-3-yl)-5-(1H-pyrazol-4-yl)phenol